(S)-N1-(4-methyl-5-(1-oxo-4-(trifluoromethyl)-1,2,3,4-tetrahydroisoquinolin-6-yl)thiazol-2-yl)pyrrolidine-1,2-dicarboxamide CC=1N=C(SC1C=1C=C2C(CNC(C2=CC1)=O)C(F)(F)F)NC(=O)N1[C@@H](CCC1)C(=O)N